FC(C1=CC=C(C=C1)C(C=C)O)(F)F 1-(4-(trifluoromethyl)phenyl)prop-2-en-1-ol